3-(6-((3-bromo-2-methylbenzyl)oxy)-1H-benzo[des]isoquinolin-2(3H)-yl)-N,N-dimethyl-1-propylamine BrC=1C(=C(COC2=C3CC4=C(CN(CC4=C2)CCCN(C)C)C=C3)C=CC1)C